C1(=CC=C(C=C1)C1=NC(=NC(=C1)C1=CC=CC=C1)C1=C(C=CC(=C1)B1OC(C(O1)(C)C)(C)C)C1=CC=CC=C1)C1=CC=CC=C1 4-([1,1'-biphenyl]-4-yl)-6-phenyl-2-(4-(4,4,5,5-tetramethyl-1,3,2-dioxaborolan-2-yl)-[1,1'-biphenyl]-2-yl)pyrimidine